1-[(2,4-dichlorophenyl)methyl]-5-[2-oxo-2-[4-(pyridin-2-ylmethyl)piperazin-1-yl]ethyl]pyrrolidin-2-one ClC1=C(C=CC(=C1)Cl)CN1C(CCC1CC(N1CCN(CC1)CC1=NC=CC=C1)=O)=O